2-butyl-4-(3-fluoro-4-(((3R,4R)-3-fluoro-1-(piperidin-4-ylmethyl)piperidin-4-yl)oxy)phenyl)-2,7-naphthyridin-1(2H)-one TFA salt OC(=O)C(F)(F)F.C(CCC)N1C(C2=CN=CC=C2C(=C1)C1=CC(=C(C=C1)O[C@H]1[C@@H](CN(CC1)CC1CCNCC1)F)F)=O